C1(=CC(=CC=C1)OC=1C=C(N)C=CC1)OC=1C=C(N)C=CC1 3,3'-(1,3-Phenylenbis(oxy))dianilin